2-methyl-2-(4-fluoro-phenyl)trans-3-hexenedioic acid CC(C(=O)O)(\C=C\CC(=O)O)C1=CC=C(C=C1)F